2-(p-methoxy-phenyl)-4,5-diphenylimidazole COC1=CC=C(C=C1)C=1NC(=C(N1)C1=CC=CC=C1)C1=CC=CC=C1